1-ethynyl-5-pentyl-benzene C(#C)C1=CC=CC(=C1)CCCCC